C(CCCCCCCCCCCCCCCCCCCCCCCCCCCCCCC(=O)O)(=O)O dotriacontandioic acid